2-(4-(6-((4-cyano-2-fluorobenzyl)oxy)pyridin-2-yl)-2,5-difluorobenzyl)-1-((2S,3R)-2-ethyltetrahydrofuran-3-yl)-1H-benzo[d]imidazole-6-carboxylic acid C(#N)C1=CC(=C(COC2=CC=CC(=N2)C2=CC(=C(CC3=NC4=C(N3[C@H]3[C@@H](OCC3)CC)C=C(C=C4)C(=O)O)C=C2F)F)C=C1)F